FC=1C=C(C=C(C1)F)C1CC=NN1C(=O)C12CC(C1)(C2)CN2NC(=CC2=O)C 2-((3-(5-(3,5-Difluorophenyl)-4,5-dihydro-1H-pyrazole-1-carbonyl)bicyclo[1.1.1]pent-1-yl)methyl)-5-methyl-1,2-dihydro-3H-pyrazol-3-one